(2s,4s)-N-((1r,3r)-3-(tert-butyl)cyclobutyl)-N-methyl-6-oxo-7-oxa-5-azaspiro[3.4]octane-2-carboxamide C(C)(C)(C)C1CC(C1)N(C(=O)C1CC2(C1)NC(OC2)=O)C